1-[2-fluoro-5-[2-(2-hydroxyethoxy)-6-(morpholin-4-yl)pyridin-4-yl]-4-methylphenyl]-3-[[1-(trifluoromethyl)cyclobutyl]methyl]urea FC1=C(C=C(C(=C1)C)C1=CC(=NC(=C1)N1CCOCC1)OCCO)NC(=O)NCC1(CCC1)C(F)(F)F